The molecule is a member of the class of thiophenes that is thiophene in which the hydrogen atom at position 2 is substituted by a methyl group. It has a role as a flavouring agent and a Maillard reaction product. It is a member of thiophenes and a volatile organic compound. It derives from a thiophene. CC1=CC=CS1